5-chloro-2-(4-chlorothiazol-5-yl)-4-[(2R)-R-(difluoromethyl)piperazin-1-yl]-1H-pyrimidin-6-one ClC1=C(N=C(NC1=O)C1=C(N=CS1)Cl)N1[C@H](CNCC1)C(F)F